CN(C1=CC(=NC=C1)CN1[C@H](CN(CC2=C1C=CC=C2)S(=O)(=O)C(F)(F)F)CCC2=CC=CC=C2)C N,N-dimethyl-2-[[(2S)-2-(2-phenylethyl)-4-(trifluoromethylsulfonyl)-3,5-dihydro-2H-1,4-benzodiazepin-1-yl]methyl]pyridin-4-amine